CC=1C=C(C=2C3C(C(OC2C1)(C)C)CCC(=C3)C)O 3,6,6,9-tetramethyl-6a,7,8,10a-tetrahydrobenzo[c]chromen-1-ol